CN1C=NC=C1C=1C=CC2=C(N=C(O2)C2=CC(=NC=C2)C(=O)N2CCC(CC2)[C@H](C2=CC=CC=C2)N2N=C(N=N2)C)C1 |r| (R/S)-(4-(5-(1-methyl-1H-imidazol-5-yl)benzo[d]oxazol-2-yl)pyridin-2-yl)(4-((5-methyl-2H-tetrazol-2-yl)(phenyl)methyl)piperidin-1-yl)methanone